(R)-N-(2-(4-Cyanothiazolidin-3-yl)-2-oxoethyl)-6-(3-(p-tolyl)azetidin-1-yl)quinoline-4-carboxamide C(#N)[C@H]1N(CSC1)C(CNC(=O)C1=CC=NC2=CC=C(C=C12)N1CC(C1)C1=CC=C(C=C1)C)=O